1,6-diamino-2,2-dimethylhexane NCC(CCCCN)(C)C